C(C)OC(C1=C(N=C(C=C1N)Cl)C)=O 4-amino-6-chloro-2-methylnicotinic acid ethyl ester